CC(CO)(C)C 2-methyl-2-methylpropan-1-ol